[(aminopropyl)amino]ethanethiol NCCCNC(C)S